FC1CN(CCCC1)C=1N=CC=NC1 5-(3-fluoroazepan-1-yl)pyrazin